fluoro-5-(5-(4-(1-(trifluoromethyl)cyclopropyl)phenyl)-3,4-dihydroquinolin-1(2H)-yl)-[1,2,4]triazolo[4,3-a]quinazolin-8-amine FC1=NN=C2N1C1=CC(=CC=C1C(=N2)N2CCCC1=C(C=CC=C21)C2=CC=C(C=C2)C2(CC2)C(F)(F)F)N